C[C@H]1N(CCOC1)C1=CC(=C2C(=N1)C(=NS2)C2=CC=NN2)C2(CCOCC2)O 4-{5-[(3R)-3-methylmorpholin-4-yl]-3-(1H-pyrazol-5-yl)-[1,2]thiazolo[4,5-b]pyridin-7-yl}oxan-4-ol